C(C)(C)(C)OC(=O)N1[C@@H](CNCC1)C (R)-1-N-tert-Butoxycarbonyl-2-methylpiperazine